norbornadiene palladium dichloride [Pd](Cl)Cl.C12=CC=C(CC1)C2